FC1(C2(CCC(C1)C2(C)C)C(=O)N2C[C@H](N(CC2)C=2C=CC(=NC2C(=O)N[C@H]2CNCC2)C=2C(=NC=CC2)OCC)CC)F 5-[(2R)-4-[2,2-difluoro-7,7-dimethylbicyclo[2.2.1]heptane-1-carbonyl]-2-ethylpiperazin-1-yl]-2'-ethoxy-N-[(3R)-pyrrolidin-3-yl]-[2,3'-bipyridine]-6-carboxamide